C(C)C1=C2N(C(C(=C1)NC1=NC=NC=C1)=O)C(NC2=O)(C)C 8-ethyl-3,3-dimethyl-6-(pyrimidin-4-ylamino)-2H-imidazo[1,5-a]pyridine-1,5-dione